BrC1=NC(=CC(=C1)C(CN(C(OC(C)(C)C)=O)CCO)(C)O)Cl tert-butyl (2-(2-bromo-6-chloropyridin-4-yl)-2-hydroxypropyl)(2-hydroxyethyl)carbamate